C(C1=CC=CC=C1)N1[C@H]2CN([C@@H]([C@@H](C1)CC2)CO)C(=O)OCCCC butyl (1R,2S,5R)-6-benzyl-2-(hydroxymethyl)-3,6-diazabicyclo[3.2.2]nonane-3-carboxylate